ClC1=C(C=C(C(=C1)Cl)F)C1OP(OCC1)=S 4-(2,4-dichloro-5-fluorophenyl)-1,3,2-dioxaphosphorinane 2-sulfide